CC=1C(CC(CC1)C(=C)C)=O methyl-5-prop-1-en-2-ylcyclohex-2-en-1-one